2,2-dimethyl-5-pyrrolidin-2-ylidene-1,3-dioxane-4,6-dione CC1(OC(C(C(O1)=O)=C1NCCC1)=O)C